NC1CC(C1)N1C(NC2=C1C=CC=C2)=O 1-((1r,3r)-3-aminocyclobutyl)-1H-benzo[d]imidazol-2(3H)-one